C(C)(C)(C)OC(=O)N1C[C@@H](CC1)N1N=CC(=C1C)B1OC(C(O1)(C)C)(C)C.FC=1C=C(C=C(C1C(F)(F)F)F)B(C1=CC(=C(C(=C1)F)C(F)(F)F)F)C1=CC(=C(C(=C1)F)C(F)(F)F)F tris(3,5-difluoro-4-(trifluoromethyl)phenyl)borane tert-butyl-(3R)-3-[5-methyl-4-(4,4,5,5-tetramethyl-1,3,2-dioxaborolan-2-yl)pyrazol-1-yl]pyrrolidine-1-carboxylate